(3-chlorophenyl)(4-{[(4-methoxyphenyl)methyl]sulfanyl}-1-{[2-(trimethyl-silyl)ethoxy]methyl}-1H-imidazol-2-yl)methyl N,N-bis(propan-2-yl)carbamate CC(C)N(C(OC(C=1N(C=C(N1)SCC1=CC=C(C=C1)OC)COCC[Si](C)(C)C)C1=CC(=CC=C1)Cl)=O)C(C)C